pyridinylsulfide N1=C(C=CC=C1)SC1=NC=CC=C1